ClC1=C(C(=CC=C1)Cl)NS(=O)(=O)C1=NN2C(=NC(=CC2=N1)F)O N-(2,6-dichlorophenyl)-5-hydroxy-7-fluoro-[1,2,4]triazolo[1,5-C]pyrimidine-2-sulfonamide